CC1=C(C=CC(=C1)C)C=C 2,4-dimethyl-1-vinylbenzene